Cl.C(CCC)NC=1N=CC2=C(N1)N(C=C2[C@@H]2CC[C@H](CC2)CN2CCNCC2)[C@@H]2CC[C@H](CC2)O trans-4-[2-(butylamino)-5-[trans-4-[(piperazin-1-yl)methyl]cyclohexyl]-7H-pyrrolo[2,3-d]pyrimidin-7-yl]cyclohexan-1-ol hydrochloride